4-((1-benzyl-1,4,5,6-tetrahydrocyclopenta[c]pyrazol-3-yl)(hydroxy)methyl)-4-(hydroxymethyl)piperidine-1-carboxylic acid tert-butyl ester C(C)(C)(C)OC(=O)N1CCC(CC1)(CO)C(O)C=1C2=C(N(N1)CC1=CC=CC=C1)CCC2